FC1=C2C=CNC2=CC(=C1)F 4,6-difluoro-1H-indole